Cl.NC=1C(=NC(=C(N1)N)Cl)C(=O)NC(NCCC1=C(C=CC=C1)C(F)(F)F)=N 3,5-Diamino-6-chloro-N-[N-[2-[2-(trifluoromethyl)phenyl]ethyl]carbamimidoyl]pyrazine-2-carboxamide hydrochloride